ClC=1C=C(C(=O)N2[C@@H](CC[C@@H]2C2=C(C=CC=C2)Cl)C(=O)O)C=CC1C=1C=NC=NC1 (2S,5R)-1-(3-chloro-4-(pyrimidin-5-yl)benzoyl)-5-(2-chlorophenyl)pyrrolidine-2-carboxylic acid